BrC(CN1CC1)C1=CC(=CC=C1)Cl 1-(2-bromo-2-(3-chlorophenyl)ethyl)aziridine